N-(6-((5-bromo-2-((4-(4-(3-ethoxyazetidin-1-yl)piperidin-1-yl)-5-ethyl-2-methoxyphenyl)amino)pyrimidin-4-yl)amino)quinoxalin-5-yl)methanesulfonamide BrC=1C(=NC(=NC1)NC1=C(C=C(C(=C1)CC)N1CCC(CC1)N1CC(C1)OCC)OC)NC=1C(=C2N=CC=NC2=CC1)NS(=O)(=O)C